3-(3-bromophenyl)-5-((2-isopropyl-5-methylphenoxy)methyl)-1,2,4-oxadiazole BrC=1C=C(C=CC1)C1=NOC(=N1)COC1=C(C=CC(=C1)C)C(C)C